COC1=CC=C(CN(S(=O)(=O)C2=NN(C(=C2)CN(C(C(F)(F)F)=O)C)C(C)C)CC2=CC=C(C=C2)OC)C=C1 N-((3-(N,N-bis(4-methoxybenzyl)sulfamoyl)-1-isopropyl-1H-pyrazol-5-yl)methyl)-2,2,2-trifluoro-N-methylacetamide